ClC1=CC=C(C=N1)NC1=NC=CC2=CC(=CC=C12)O[C@H]1CNCCC1 (R)-N-(6-chloropyridin-3-yl)-6-(piperidin-3-yloxy)isoquinolin-1-amine